C1(CCCC1)S(=O)(=O)C=1C(=C(C=CC1)NC(C1=C(N=CC=C1)F)=O)F N-(3-(cyclopentylsulfonyl)-2-fluorophenyl)-2-fluoronicotinamide